N-[(2E)-3-(imino[4-(morpholin-4-yl)phenyl]oxo-λ6-sulfanyl)prop-2-en-1-yl]-2-oxo-1,2,5,6,7,8-hexahydroquinoline-3-carboxamide N=S(/C=C/CNC(=O)C=1C(NC=2CCCCC2C1)=O)(=O)C1=CC=C(C=C1)N1CCOCC1